Methyl (S)-3-(4-(benzyloxy)phenyl)-2-(2-(1-((3,4-dichlorophenethyl)sulfonyl)piperidin-4-yl)acetamido)propanoate C(C1=CC=CC=C1)OC1=CC=C(C=C1)C[C@@H](C(=O)OC)NC(CC1CCN(CC1)S(=O)(=O)CCC1=CC(=C(C=C1)Cl)Cl)=O